CN1C(=NC(=C1C)C(C)N1N=NC(=C1)C(=O)O)N1C([C@@H]2C[C@@H]2C1)=O 1-(1-(1,5-dimethyl-2-((1R,5S)-2-oxo-3-azabicyclo[3.1.0]hexan-3-yl)-1H-imidazol-4-yl)ethyl)-1H-1,2,3-triazole-4-carboxylic acid